5-methyl-N2-(4-(4-methylpiperazin-1-yl)phenyl)-N4-(quinolin-7-yl)pyrimidine-2,4-diamine CC=1C(=NC(=NC1)NC1=CC=C(C=C1)N1CCN(CC1)C)NC1=CC=C2C=CC=NC2=C1